C(C)(C)(C)OC(=O)N1[C@@H](COCC(C1)=C)C1=C(C=CC=C1)Cl.ClCCNC1=CC(=CC(=C1)OC)OC |r| N-(2-chloroethyl)-3,5-dimethoxyaniline (+/-)-tert-butyl-3-(2-chlorophenyl)-6-methylene-1,4-oxazepane-4-carboxylate